FC1=C(CN2C(N(C(C3=C2SC(=C3CN(C)C)C3=CC=C(C=C3)[N+](=O)[O-])=O)C=3N=NC(=CC3)OC3COC3)=O)C(=CC=C1)F 1-(2,6-difluorobenzyl)-5-((dimethylamino)methyl)-6-(4-nitrophenyl)-3-(6-(oxetan-3-yloxy)pyridazin-3-yl)thieno[2,3-d]pyrimidine-2,4(1h,3h)-dione